C(C)OC(=O)[C@H]1[C@@H](CCC=2N1C(N(N2)CC2=C(C(=NC=C2)C(F)(F)F)F)=O)C(F)(F)F |r| Ethyl-(5RS,6RS)-2-{[3-fluoro-2-(trifluoromethyl)pyridin-4-yl]methyl}-3-oxo-6-(trifluoromethyl)-2,3,5,6,7,8-hexahydro[1,2,4]triazolo[4,3-a]pyridine-5-carboxylate